4-(1-(5-(6-chloro-7-fluoro-3-(1H-imidazol-1-yl)-5-methoxy-1-methyl-1H-indol-2-yl)-4H-1,2,4-triazol-3-yl)-2-methoxyethyl)morpholine ClC1=C(C=C2C(=C(N(C2=C1F)C)C=1NC(=NN1)C(COC)N1CCOCC1)N1C=NC=C1)OC